C[C@@H]1N(C[C@H](N(C1)C(C)C=1C=CC2=C(N=C(O2)C)C1)C)C=1C=2C(N(C(C1)=O)C)=CN(N2)CC#N 2-(7-((2S,5R)-2,5-dimethyl-4-(1-(2-methylbenzo[d]oxazol-5-yl)ethyl)piperazin-1-yl)-4-methyl-5-oxo-4,5-dihydro-2H-pyrazolo[4,3-b]pyridin-2-yl)acetonitrile